Dimethyl 5,5'-sulfonyldi(furan-2-carboxylate) S(=O)(=O)(C1=CC=C(O1)C(=O)OC)C1=CC=C(O1)C(=O)OC